CC1(CN(CC1)C=1OC2=C(C=C(C=C2C(C1)=O)C)C(C)NC1=C(C(=O)O)C=CC=C1)C 2-[1-[2-(3,3-Dimethylpyrrolidin-1-yl)-6-methyl-4-oxo-chromen-8-yl]ethylamino]benzoic acid